C(C)(C)N(C(=O)[C@H]1NCCC1)C=1C=C(C=CC1)C (2S)-N-isopropyl-N-(m-tolyl)pyrrolidine-2-carboxamide